N1C(=CC=C1)CS 1H-pyrrol-2-ylmethane-thiol